Trivinylfluorosilane C(=C)[Si](F)(C=C)C=C